isooctyl-triethylamine phosphate P(=O)(O)(O)O.C(CCCCC(C)C)C(C)N(CC)CC